(rac)-5-Chloro-3-methyl-2-[2-(6-methyl-3,3a,4,5,7,7a-hexahydro-2H-pyrrolo[2,3-c]pyridin-1-yl)oxazolo[4,5-b]pyridin-5-yl]phenol ClC=1C=C(C(=C(C1)O)C1=CC=C2C(=N1)N=C(O2)N2CCC1C2CN(CC1)C)C